FC1=CC=C(C=C1)CNCC=1C=CC=2N(C1)C=C(N2)CNC(=O)C=2N=C1N(C(C2)=O)C=CC=C1 N-{[6-({[(4-fluorophenyl)methyl]amino}methyl)imidazo[1,2-a]pyridin-2-yl]methyl}-4-oxo-4H-pyrido[1,2-a]pyrimidine-2-carboxamide